2-{[(αR)-6-{2,5-dioxo-4-[(pyridin-4-yl)methyl]-imidazolidin-1-yl}-spiro[3.3]heptan-2-yl]oxy}pyridine-3-carboxamide O=C1N(C(C(N1)CC1=CC=NC=C1)=O)C1CC2(CC(C2)OC2=NC=CC=C2C(=O)N)C1